tert-Butyl 5-hydroxy-3-(morpholin-4-ylmethyl)-3,4-dihydro-isoquinoline-2(1H)-carboxylate OC1=C2CC(N(CC2=CC=C1)C(=O)OC(C)(C)C)CN1CCOCC1